NCC(CN1N=CN(C1=O)CC=1SC=C(C1)C1=CC=C(C=C1)C=1C=NN(C1)CC)=C(F)F 2-[2-(aminomethyl)-3,3-difluoro-allyl]-4-[[4-[4-(1-ethylpyrazol-4-yl)phenyl]-2-thienyl]methyl]-1,2,4-triazol-3-one